2-chloro-N-(3-((4-((1-(3,3-dimethylcyclohexyl)piperidin-4-yl)amino)-6,7-dimethoxyquinazolin-2-yl)amino)propyl)acetamide ClCC(=O)NCCCNC1=NC2=CC(=C(C=C2C(=N1)NC1CCN(CC1)C1CC(CCC1)(C)C)OC)OC